CC1=CC=C(C=C1)S(=O)(=O)O.N[C@H](C(=O)N[C@@H](CCCC1=CC=CC=C1)B1O[C@@]2([C@H](O1)C[C@H]1C([C@@H]2C1)(C)C)C)CS(N(C)C)(=O)=O (R)-2-amino-3-(N,N-dimethylsulfamoyl)-N-((R)-4-phenyl-1-((3aS,4S,6S,7aR)-3a,5,5-trimethylhexahydro-4,6-methanobenzo[d][1,3,2]dioxaborol-2-yl)butyl)propanamide 4-methylbenzenesulfonate